(S)-N-(1-(4-(5-amino-6-(1-oxo-1,2,3,4-tetrahydroisoquinolin-6-yl)pyrazin-2-yl)phenyl)pyrrolidin-3-yl)-N-methylmethanesulfonamide NC=1N=CC(=NC1C=1C=C2CCNC(C2=CC1)=O)C1=CC=C(C=C1)N1C[C@H](CC1)N(S(=O)(=O)C)C